ethyl-α-bromophenylacetate C(C)OC(C(Br)C1=CC=CC=C1)=O